2-mercapto-pyrimidine SC1=NC=CC=N1